ClC1=CC=C(C=C1)C=1C=C2C(=NC1)NN=C2C(=O)C=2C(=C(C(=CC2)F)NS(=O)(=O)C)F N-[3-[5-(4-chlorophenyl)-1H-pyrazolo[3,4-b]pyridine-3-carbonyl]-2,6-difluorophenyl]methanesulfonamide